IC1=CC=C2C(=NC=NN21)C2=CC=CC=C2C(=O)N 7-iodopyrrolo[2,1-F][1,2,4]triazine-4-benzamide